CN(C)\C=C\1/CN(CCC1=O)C(=O)OC(C)(C)C tert-butyl (E)-3-((dimethylamino)methylene)-4-oxopiperidine-1-carboxylate